ClC1=C(CNC(=O)C=2C(=C3C=CC(=NC3=CN2)OC(C)C)O)C=CC(=C1)C#N N-(2-chloro-4-cyanobenzyl)-5-hydroxy-2-isopropoxy-1,7-naphthyridine-6-carboxamide